Cl.C(N)(=N)C=1NC=CC1 amidinopyrrole hydrochloride